(1R,2S)-2-[1-(tert-Butoxycarbonyl)-3-[(2-ethoxy-4-methylsulfonylphenyl)amino]indazol-6-yl]-5'-methoxy-2'-oxospiro[cyclopropane-1,3'-indole]-1'-carboxylic acid tert-butyl ester C(C)(C)(C)OC(=O)N1C([C@@]2(C3=CC(=CC=C13)OC)[C@@H](C2)C2=CC=C1C(=NN(C1=C2)C(=O)OC(C)(C)C)NC2=C(C=C(C=C2)S(=O)(=O)C)OCC)=O